ethyl-3,3-diethoxyacrylate C(C)OC(C=C(OCC)OCC)=O